P(=O)(O)(O)OC[C@@H]1[C@H]([C@H](C(O1)C=1C(=C(C(=O)O)C=CC1)N)O)O 5-phosphoribosyl-aminobenzoic acid